5-Bromo-3-(cyclopropyloxy)pyridazine BrC=1C=C(N=NC1)OC1CC1